(S)-6-((2-isopropyl-4-methylpiperazin-1-yl)-methyl)-2-(3-(3-((5-methyl-1H-1,2,4-triazol-1-yl)methyl)oxetan-3-yl)phenyl)-4-(trifluoro-methyl)isoindolin-1-one C(C)(C)[C@@H]1N(CCN(C1)C)CC1=CC(=C2CN(C(C2=C1)=O)C1=CC(=CC=C1)C1(COC1)CN1N=CN=C1C)C(F)(F)F